NC1=C(C=C(C=N1)NC(C(=O)N1[C@H](CC[C@@H](C1)C)C=1C=CC2=C(N=C(S2)C2CCN(CC2)C)C1)=O)[C@H]1COCC1 N-[6-amino-5-[(3S)-tetrahydrofuran-3-Yl]-3-pyridyl]-2-[(2R,5S)-5-methyl-2-[2-(1-methyl-4-piperidyl)-1,3-Benzothiazol-5-Yl]-1-piperidyl]-2-oxo-acetamide